C(C=C)O[C@@H]1[C@@H]([C@H]([C@H]([C@H](O1)CN=[N+]=[N-])O)O)NC1=NC=CC(=N1)C(F)(F)F (2R,3R,4R,5R,6S)-6-(allyloxy)-2-(azidomethyl)-5-((4-(trifluoromethyl)pyrimidin-2-yl)amino)tetrahydro-2H-pyran-3,4-diol